2-dicyclohexylphosphino-2,6-diisopropyloxy-1,1-biphenyl C1(CCCCC1)P(C1(C(=C(C=CC1)OC(C)C)C1=CC=CC=C1)OC(C)C)C1CCCCC1